FC1=CC(=C(C=C1)N1N=CC=C(C1=O)C(=O)NC1=CC=C(C=C1)OC1=CC=NC2=CC(=CN=C12)OC)C 2-(4-fluoro-2-methylphenyl)-N-[4-[(7-methoxy-1,5-naphthyridin-4-yl)oxy]phenyl]-3-oxopyridazine-4-carboxamide